N-(21-amino-4,7,10,13,16,19-hexaoxahenicosan-1-oyl)-L-valyl-N5-carbamoyl-N-[4-(4,7,10,10-tetramethyl-3,8-dioxo-2,9-dioxa-4,7-diazaundec-1-yl)phenyl]-L-ornithinamide, acetic acid salt C(C)(=O)O.NCCOCCOCCOCCOCCOCCOCCC(=O)N[C@@H](C(C)C)C(=O)N[C@@H](CCCNC(N)=O)C(=O)NC1=CC=C(C=C1)COC(N(CCN(C(OC(C)(C)C)=O)C)C)=O